4,4-di-n-butyl-p-terphenyl C(CCC)C1(CC=C(C=C1)C1=CC=C(C=C1)C1=CC=CC=C1)CCCC